(4-amino-2-methylphenyl)boronic acid NC1=CC(=C(C=C1)B(O)O)C